tert-butyl (S)-(1-(4-carbamoyl-3-fluorophenyl)-3-(1,3-dioxoisoindolin-2-yl)propan-2-yl)carbamate C(N)(=O)C1=C(C=C(C=C1)C[C@@H](CN1C(C2=CC=CC=C2C1=O)=O)NC(OC(C)(C)C)=O)F